C(C1=CC=CC=C1)NC(N(C1=CC=C(C=C1)N1N=CC=C1)[C@@H]1CC[C@H](CC1)NC1=NC=C(C=C1)C#N)=O 3-benzyl-1-(trans-4-((5-cyanopyridin-2-yl)amino)cyclohexyl)-1-(4-(1H-pyrazol-1-yl)phenyl)urea